3-((2-(5-chloro-1H-pyrrolo[2,3-b]pyridin-3-yl)pyrrolo[2,1-f][1,2,4]triazin-4-yl)amino)bicyclo[2.2.2]octane-2-carboxylic acid ClC=1C=C2C(=NC1)NC=C2C2=NN1C(C(=N2)NC2C(C3CCC2CC3)C(=O)O)=CC=C1